NCCC(C(=O)O)NC(=O)OC(C)(C)C 4-amino-2-((tert-butoxycarbonyl)amino)butanoic acid